BrC=1C=C2C=CN(C2=C(C1)OCC1CCCCC1)C 5-bromo-7-(cyclohexylmethoxy)-1-methyl-1H-indole